(2S,5R)-5-((1-(2-hydroxy-4-(trifluoromethyl)phenyl)pyrido[3,4-d]pyridazin-4-yl)amino)piperidine-2-carboxylic acid ethyl ester hydrochloride Cl.C(C)OC(=O)[C@H]1NC[C@@H](CC1)NC=1N=NC(=C2C1C=NC=C2)C2=C(C=C(C=C2)C(F)(F)F)O